NCC1=NNC(C2=CC=C(C=C12)C=1C=NN(C1C1=CC(=C(C=C1)Cl)Cl)C)=O 4-(aminomethyl)-6-(5-(3,4-dichlorophenyl)-1-methyl-1H-pyrazol-4-yl)phthalazin-1(2H)-one